3-amino-5-methyl-N-(pyridin-3-ylmethyl)benzamide NC=1C=C(C(=O)NCC=2C=NC=CC2)C=C(C1)C